3-benzyl-1-(trans-4-((5-cyano-4-(oxetan-3-yloxy)pyrimidin-2-yl)amino)cyclohexyl)-1-(5-(1-methyl-1H-pyrazol-4-yl)pyridin-2-yl)urea C(C1=CC=CC=C1)NC(N(C1=NC=C(C=C1)C=1C=NN(C1)C)[C@@H]1CC[C@H](CC1)NC1=NC=C(C(=N1)OC1COC1)C#N)=O